(S)-N-(1-(6,7-Difluoro-1-oxo-1,2-dihydroisoquinolin-4-yl)ethyl)-3-fluoro-N-methyl-4-(trifluoromethyl)benzamide FC=1C=C2C(=CNC(C2=CC1F)=O)[C@H](C)N(C(C1=CC(=C(C=C1)C(F)(F)F)F)=O)C